C(=O)(O)[C@H](CC(=O)C1=CC2=C(S1)C=C(C(=C2F)CCCOC2=C(C1=C(SC(=C1)C(=O)[C@H]1[C@@H](C1)C(=O)O)C=C2OC)F)OC)C trans-2-(5-(3-(2-((S)-3-carboxybutanoyl)-4-fluoro-6-methoxybenzo[b]thiophen-5-yl)propoxy)-4-fluoro-6-methoxybenzo[b]thiophene-2-carbonyl)cyclopropanecarboxylic acid